CC(C)(C)NC(=O)OCC(CC)(C)O 2-hydroxy-2-methylbutyl 2-methyl-2-propanecarbamate